2-[2-[2-[2-[(2S)-2,3-bis[8-(1-octylnonoxy)-8-oxo-octoxy]propoxy]ethoxy]ethoxy]ethoxy]ethyl-1-methylpiperidine-4-carboxylate C(CCCCCCC)C(CCCCCCCC)OC(CCCCCCCO[C@H](COCCOCCOCCOCCOC(=O)C1CCN(CC1)C)COCCCCCCCC(OC(CCCCCCCC)CCCCCCCC)=O)=O